FC1=CC=C(C=C1)C=1C(=NC2=CC(=CC(=C2C1)C(C)O)C)C1=CC(=NC=C1)OC 1-(3-(4-fluorophenyl)-2-(2-methoxypyridin-4-yl)-7-methylquinolin-5-yl)ethan-1-ol